4,4-difluorocyclohexyl (Z)-3-aminobut-2-enoate N\C(=C/C(=O)OC1CCC(CC1)(F)F)\C